IC=1C=NN(C1)C1=NC(=CC=C1)N1N=CC(=C1)I 2,6-di(4-iodo-1H-Pyrazolyl)Pyridine